NC=1C=2N(C(=CN1)Cl)C(=NC2C2=C(C=C(C(=O)NC1=NC=CC(=C1)C#N)C=C2F)OCC)C2CN1C(CC3(C1CC2)CC3)=O 4-[8-Amino-5-chloro-3-(3'-oxohexahydro-5'H-spiro[cyclopropan-1,1'-indolizin]-6'-yl)imidazo[1,5-a]pyrazin-1-yl]-N-(4-cyanopyridin-2-yl)-3-ethoxy-5-fluorobenzamid